BrC1=CC(=C2CN(C(C2=C1)=O)C1=CC(=CC=C1)[C@](C(C1=NN=CN1C)(F)F)(C)F)C(F)(F)F (S)-6-bromo-2-(3-(1,1,2-trifluoro-1-(4-methyl-4H-1,2,4-triazol-3-yl)propan-2-yl)phenyl)-4-(trifluoromethyl)isoindolin-1-one